FC([C@H](N)C(=O)O)(C)C 3-fluoro-valine